BrC=1C=C(C=C(C1)C1=CC=CC2=CC=CC=C12)C1=CC=CC2=CC=CC=C12 1,1'-(5-bromo-1,3-phenylene)dinaphthalene